[Cl-].C(CCC)[N+]1=NN(C=C1)CC 1-butyl-3-ethyl-1,2,3-triazolium chloride